5-((5-chloro-2-(2-oxopyrrolidin-1-yl)pyrimidin-4-yl)amino)-3-(3-hydroxy-3-methylbutyl)-1-methyl-1,3-dihydro-2H-benzo[d]imidazol-2-one ClC=1C(=NC(=NC1)N1C(CCC1)=O)NC1=CC2=C(N(C(N2CCC(C)(C)O)=O)C)C=C1